2-amino-3-((tert-butyldimethylsilyl)oxy)propan-1-ol NC(CO)CO[Si](C)(C)C(C)(C)C